2-(Acetoxymethyl)-5-(4-((tert-butoxycarbonyl)(cyclopentyl)amino)-6-chloro-1H-pyrazolo[3,4-b]pyridin-1-yl)tetrahydrofuran-3,4-diyl diacetate C(C)(=O)OC1C(OC(C1OC(C)=O)N1N=CC=2C1=NC(=CC2N(C2CCCC2)C(=O)OC(C)(C)C)Cl)COC(C)=O